(2E)-3-(2-methylphenyl)acryloyl chloride CC1=C(C=CC=C1)/C=C/C(=O)Cl